ClC1=CC=C(C=C1)C1=NN2C(=NC=3C(=CC=CC3C2=N1)C(F)(F)F)N[C@H]1C(NCCNC1)=O (6R)-6-{[2-(4-chlorophenyl)-7-(trifluoromethyl)[1,2,4]triazolo[1,5-c]quinazolin-5-yl]amino}-1,4-diazepan-5-one